3-methoxy-6-ethylphthalaldehyde COC1=C(C(C=O)=C(C=C1)CC)C=O